ClC1=C(C=CC=C1C1=C(C(=NC=C1)C1=CC(=C(C=C1)CNC[C@@H]1NC(CC1)=O)OC)Cl)C1=CC=C(C(=N1)OC)CNC[C@H]1CCC(N1)=O (R)-5-((((6-(2-chloro-3-(3-chloro-2-(3-methoxy-4-(((((R)-5-oxopyrrolidin-2-yl)methyl)amino)methyl)phenyl)pyridin-4-yl)phenyl)-2-methoxypyridin-3-yl)methyl)amino)methyl)pyrrolidin-2-one